C(C1=CC=CC=C1)OC=1C(=NC=NC1OCC1=CC=CC=C1)CN1C(N(C(C1)C1=CC=C(C=C1)I)C(C)C)=O 1-((5,6-bis(benzyloxy)pyrimidin-4-yl)methyl)-4-(4-iodophenyl)-3-isopropylimidazolin-2-one